O[C@H](CO)C1CN(C1)C1=C2C(=NC=C1)N(N=C2C2CN(C2)C(C(=C)F)=O)C2=CC=C(C=C2)OC(F)(F)F (S)-1-(3-(4-(3-(1,2-dihydroxyethyl)azetidin-1-yl)-1-(4-(trifluoromethoxy)phenyl)-1H-pyrazolo[3,4-b]pyridin-3-yl)azetidin-1-yl)-2-fluoroprop-2-en-1-one